C(C)S(=O)(=O)C1=CC=C(C=C1)NCC#CC=1N(C=2C=CC=C(C2C1)NC1CCN(CC1)C1CCOCC1)CC(F)(F)F 2-(3-{[4-(ethanesulfonyl)-phenyl]amino}prop-1-yn-1-yl)-N-[1-(oxan-4-yl)piperidin-4-yl]-1-(2,2,2-trifluoroethyl)-1H-indol-4-amine